N1(CCOCC1)C(=S)C1=C(C(=O)N)C=CC=C1 (morpholine-4-thiocarbonyl)benzamide